O1C[C@H](CC1)C(=O)N1CCN(CC1)C=1C=C(C=NC1)NC1=CC=C(C=N1)C1=CC=C(C=C1)N1C(CCC1)=O (S)-1-(4-(6-((5-(4-(tetrahydrofuran-3-carbonyl)piperazin-1-yl)pyridin-3-yl)amino)pyridin-3-yl)phenyl)pyrrolidin-2-one